(S)-4-fluoro-6-(3-methylpiperazin-1-yl)pyrimidine FC1=NC=NC(=C1)N1C[C@@H](NCC1)C